NCC(CN1N=CN(C1=O)CC=1SC2=C(C1)C=C(C=C2)C2=CC=C(C=C2)S(=O)(=O)C)=C(F)F 2-[2-(aminomethyl)-3,3-difluoro-allyl]-4-[1-[5-(4-methylsulfonylphenyl)benzothiophen-2-yl]methyl]-1,2,4-triazol-3-one